C(C1=CC=CC=C1)OC(=O)Cl.BrC1=CC=C(C=C1)C1CCN(CC1)C(=O)OCC1=CC=CC=C1 Benzyl 4-(4-bromophenyl)piperidine-1-carboxylate Benzyl-carbonochloridate